FC=1C=C(C(=O)[O-])C=C(C1F)F.FC=1C=C(C(=O)[O-])C=C(C1F)F.FC=1C=C(C(=O)[O-])C=C(C1F)F.[Bi+3] bismuth(III) tris(3,4,5-trifluorobenzoate)